(R)-1-Chloro-6-(1-methylcyclopropyl)-4-((1-(3-(difluoromethyl)-2-fluorophenyl)ethyl)amino)pyrido[3,4-d]pyridazin-7(6H)-one ClC=1C=2C(C(=NN1)N[C@H](C)C1=C(C(=CC=C1)C(F)F)F)=CN(C(C2)=O)C2(CC2)C